2-((3-((5r,10r)-3,7-Bis(dimethylamino)-5-methyl-3'-oxo-3'H,5H-spiro[dibenzo[b,e]siline-10,1'-isobenzofuran]-5-yl)propyl)thio)-N-(2-(2-((6-chlorohexyl)oxy)ethoxy)ethyl)acetamide CN(C=1C=CC2=C([Si](C3=C(C=CC(=C3)N(C)C)C23OC(C2=CC=CC=C32)=O)(C)CCCSCC(=O)NCCOCCOCCCCCCCl)C1)C